(2E,6R)-6-{[(2R,3R,5R,6S)-3,5-bis[(tert-butyldimethylsilyl)oxy]-6-methyloxan-2-yl]oxy}hept-2-enoic acid [Si](C)(C)(C(C)(C)C)O[C@H]1[C@@H](O[C@H]([C@@H](C1)O[Si](C)(C)C(C)(C)C)C)O[C@@H](CC/C=C/C(=O)O)C